bis-(2,6-dichlorobenzoyl)-4-octyl-phenyl-phosphine oxide ClC1=C(C(=O)P(C2=CC=C(C=C2)CCCCCCCC)(C(C2=C(C=CC=C2Cl)Cl)=O)=O)C(=CC=C1)Cl